Cl.ClC1=NC=NC2=CC(=C(C=C12)OC1CCNCC1)OC1CC1 4-chloro-7-cyclopropoxy-6-(piperidin-4-oxy)quinazoline hydrochloride